NC=1C2=C(N=CN1)SC(=N2)C=2C=C(C=O)C=CC2C 3-(7-aminothiazolo[5,4-d]pyrimidin-2-yl)-4-methylbenzaldehyde